CN(C(=O)[C@H]1CN(CC[C@@H]1NC(=O)C1=NOC(=C1)C1=C(C=C(C=C1)F)F)[C@H]1[C@@H](CCC1)C)C (3S,4S)-4-{[5-(2,4-difluoro-phenyl)-isoxazole-3-carbonyl]-amino}-1-((1R,2R)-2-methyl-cyclopentyl)-piperidine-3-carboxylic acid dimethylamide